FC(C(=O)NC1=CC=C(C=C1)NCC1=CC=C(C=C1)O)C(CCCCC)F 2,3-difluoro-N-(4-((4-hydroxybenzyl)amino)phenyl)octanamide